trans-1,2-difluoroethene F\C=C\F